ClC1=CC=C2C=3N(C(CNC13)CC)C(=C2)C2=NC1=C(N2C)C(=CC(=C1)C=O)F (2-(9-chloro-3-ethyl-2,3-dihydro-1H-pyrrolo[1,2,3-de]quinoxalin-5-yl)-7-fluoro-1-methyl-1H-benzo[d]imidazol-5-yl)methanone